3-(N-(2-(5-cyanothiophen-2-yl)-5-(methylsulfonyl)phenyl)sulfamoyl)-4-ethylbenzoic acid C(#N)C1=CC=C(S1)C1=C(C=C(C=C1)S(=O)(=O)C)NS(=O)(=O)C=1C=C(C(=O)O)C=CC1CC